2-(4'-methoxy-3'-(N-(5-oxo-5,6,7,8-tetrahydro-1,6-naphthyridin-3-yl)sulfamoyl)-[1,1'-biphenyl]-4-yl)acetic acid COC1=C(C=C(C=C1)C1=CC=C(C=C1)CC(=O)O)S(NC=1C=NC=2CCNC(C2C1)=O)(=O)=O